(5S)-N-(1-(3-chloro-4-fluorophenyl)-2-((6-(trifluoromethyl)pyridin-3-yl)oxy)ethyl)-2-oxooxazolidine-5-carboxamide ClC=1C=C(C=CC1F)C(COC=1C=NC(=CC1)C(F)(F)F)NC(=O)[C@@H]1CNC(O1)=O